CC=1C=C(C=C2C(NC(=NC12)C1=CC=2N(C=N1)C=CC2)=O)OC2CN(C(CC2)=O)C 8-Methyl-6-[(1-methyl-6-oxo-3-piperidyl)oxy]-2-pyrrolo[1,2-c]pyrimidin-3-yl-3H-quinazolin-4-one